C(C)OCCNC1=CC=C(C=C1)N N-(beta-ethoxyethyl)-p-phenylenediamine